NC=1C(=C2C=C3C(=C4C=CC(=CC4=CC3=CC2=CC1)C(=O)NC(C)C)C1=CC=C(C=C1)C(F)(F)F)Cl 8-amino-7-chloro-N-isopropyl-5-(4-(trifluoromethyl)phenyl)-2-naphthacenecarboxamide